FC=1C=C(C=C(C1)F)NC1=NC2=CC=CC=C2C(=N1)N[C@H](C)C(C)(C)C (R)-N2-(3,5-difluorophenyl)-N4-(3,3-dimethylbutan-2-yl)quinazoline-2,4-diamine